(R)-N-(3-(1-((2-amino-5-chloropyridin-3-yl)oxy)ethyl)phenyl)-3-(dimethylamino)benzamide NC1=NC=C(C=C1O[C@H](C)C=1C=C(C=CC1)NC(C1=CC(=CC=C1)N(C)C)=O)Cl